FC1([C@]2(C1)CN1CCC3(C1=C2)CC3)F (6'S,7a'R)-2'',2''-difluorodihydro-5'H-dispiro[cyclopropane-1,1'-pyrrolizine-6',1''-cyclopropan]